ethyl 5-fluoro-2-[2-methoxy-4-(trifluoromethoxy)phenoxy]-4-(trifluoromethyl)benzoate FC=1C(=CC(=C(C(=O)OCC)C1)OC1=C(C=C(C=C1)OC(F)(F)F)OC)C(F)(F)F